ClC1=CC(=C(C(=C1)C(C)C)NC(=O)NS(=O)(=O)C1=CC2=C(S1)C=CC=C2)C(C)C N-((4-chloro-2,6-diisopropylphenyl)carbamoyl)benzo[b]thiophene-2-sulfonamide